(4-ethynylphenyl)acetylene C(#C)C1=CC=C(C=C1)C#C